2-(2-(2-(difluoromethoxy)-7-methylquinoxalin-5-yl)benzo[d]thiazol-7-yloxy)ethylamine FC(OC1=NC2=CC(=CC(=C2N=C1)C=1SC2=C(N1)C=CC=C2OCCN)C)F